2-[[2,4-dimethylazetidine-1-carbonyl]amino]-4-[[2-methoxypropyl]-[4-(5,6,7,8-tetrahydro-1,8-naphthyridin-2-yl)butyl]amino]butanoic acid CC1N(C(C1)C)C(=O)NC(C(=O)O)CCN(CCCCC1=NC=2NCCCC2C=C1)CC(C)OC